(R)-4-chloro-5-(3-((4-(1-(2,2,2-trifluoroethyl)piperidin-4-yl)pyridin-2-yl)oxy)pyrrolidin-1-yl)pyridazin-3(2H)-one ClC=1C(NN=CC1N1C[C@@H](CC1)OC1=NC=CC(=C1)C1CCN(CC1)CC(F)(F)F)=O